1-(3,5-dimethylpyridin-2-yl)thiourea CC=1C(=NC=C(C1)C)NC(=S)N